C(C)(C)(C)OC(=O)N1C(CC1)C(N(C)C1=CC=C(C=C1)F)=O.CC=1C=CC(=NC1)OC1CN(CC1)C1=NC=CC=C1 (3-(5-methylpyridin-2-yloxy)pyrrolidin-1-yl)pyridine tert-butyl-2-((4-fluorophenyl)(methyl)carbamoyl)azetidine-1-carboxylate